BrC1=NNC(=C1)NC(CC(=O)C1C[C@@H](N(CC1)C(=O)OC(C)(C)C)C)=O tert-butyl (2s)-4-(3-((3-bromo-1H-pyrazol-5-yl) amino)-3-oxopropanoyl)-2-methylpiperidine-1-carboxylate